(2s,4s)-2-(4-(4-Chloro-3-methylphenyl)piperidine-1-carbonyl)-7-oxa-5-azaspiro[3.4]octan-6-one ClC1=C(C=C(C=C1)C1CCN(CC1)C(=O)C1CC2(C1)NC(OC2)=O)C